C(OC(C)(C)C)(OC1=C(C=CC(=C1)C)Br)=O tert-butyl 2-bromo-5-methylphenyl carbonate